6-chloro-7-((R)-2-(((3-chloropyridin-2-yl)oxy)methyl)pyrrolidin-1-yl)-1-(6-(5-methylhexahydro-pyrrolo[3,4-c]pyrrol-2(1H)-yl)pyridin-3-yl)-4-oxo-1,4-dihydroquinoline-3-carboxylic acid ClC=1C=C2C(C(=CN(C2=CC1N1[C@H](CCC1)COC1=NC=CC=C1Cl)C=1C=NC(=CC1)N1CC2CN(CC2C1)C)C(=O)O)=O